FC(OC1=CC=C(C=C1)C(C=CC1=CC(=C(C=C1)O)[N+](=O)[O-])=O)F 1-[4-(Difluoromethoxy)phenyl]-3-(4-hydroxy-3-nitrophenyl)prop-2-en-1-one